C(C)OC(CC(CCCCCCCCCCO[Si](C1=CC=CC=C1)(C1=CC=CC=C1)C(C)(C)C)CCCCCCCCC)=O 13-((tert-butyldiphenylsilyl)oxy)-3-nonyltridecanoic acid ethyl ester